((S)-5H-imidazo[5,1-a]isoindol-5-yl)-N,N-dimethyl-5,6,7,8-tetrahydronaphthalene-2-carboxamide C=1N=CN2C1C1=CC=CC=C1[C@H]2C2=C(C=CC=1CCCCC21)C(=O)N(C)C